(5-chloro-4-fluoro-2-hydroxyphenyl)ethanone ClC=1C(=CC(=C(C1)C(C)=O)O)F